N1N=CC2=CC(=CC=C12)C=1C=NC=2N(C=3N=CC(=CC3OC2C1)C=1C=C2C=NNC2=CC1)CCCCN1CC2(COC2)C1 6,12-bis-(1H-indazol-5-yl)-2-(4-{2-oxa-6-azaspiro[3.3]heptan-6-yl}butyl)-9-oxa-2,4,14-triazatricyclo[8.4.0.0^{3,8}]tetradeca-1(10),3(8),4,6,11,13-hexaene